CCCCCC(CC)C(=N)Cl Octane-6-carboimidoyl chloride